C(C)C1(COC1)COCCCCOCC1(COC1)CC 1,4-bis(3-ethyl-3-oxetanyl-methoxy)butane